[O].[O].ClC=1C=C(C=CC1C)N(C(=O)[C@H]1N(C[C@H](C1)N1CC(OCC1)CO)C1=NC(=CC(=C1C#N)C(F)(F)F)C)CC (2s,4s)-N-(3-chloro-4-methylphenyl)-1-(3-cyano-6-methyl-4-(trifluoromethyl)-pyridin-2-yl)-N-ethyl-4-(2-(hydroxymethyl)morpholino)pyrrolidine-2-carboxamide oxygen compound with oxygen